NCC1(OC2=C(OC1)C=C(C=C2[C@@H](C)NC2=NC=1N(C=C2)N=CC1C(=O)O)F)C 5-(((1R)-1-(3-(aminomethyl)-7-fluoro-3-methyl-2,3-dihydrobenzo[b][1,4]dioxin-5-yl)ethyl)amino)pyrazolo[1,5-a]pyrimidine-3-carboxylic acid